3-((2S)-3-(8-(2-cyanophenylsulfonyl)-1-oxa-8-azaspiro[4.5]dec-3-ylamino)-2-hydroxypropoxy)-N-methylbenzenesulfonamide C(#N)C1=C(C=CC=C1)S(=O)(=O)N1CCC2(CC(CO2)NC[C@@H](COC=2C=C(C=CC2)S(=O)(=O)NC)O)CC1